FC1=CC=C(C=C1)C(CC)OC=1C=C(C=CC1NS(=O)(=O)CC(F)(F)F)C1=NN(C(=C1C(=O)N)NC1=NC=CN=C1)COCC[Si](C)(C)C 3-{3-[1-(4-fluorophenyl)propoxy]-4-(2,2,2-trifluoroethanesulfonamido)phenyl}-5-[(pyrazin-2-yl)amino]-1-{[2-(trimethylsilyl)ethoxy]methyl}-1H-pyrazole-4-carboxamide